N-(6-chloro-1-(3-(3-hydroxyphenyl)prop-2-yn-1-yl)-3-methyl-2,4-dioxo-1,2,3,4-tetrahydropyrimidin-5-yl)-3-(3-fluorophenyl)propanamide ClC1=C(C(N(C(N1CC#CC1=CC(=CC=C1)O)=O)C)=O)NC(CCC1=CC(=CC=C1)F)=O